7,7-dichloro-6,7-dihydroquinolin ClC1(CC=C2C=CC=NC2=C1)Cl